Cis-3-[2-[2-chloro-4-[8-chloro-4-oxo-7-(trifluoromethyl)chromen-2-yl]phenoxy]ethoxy]-cyclobutanecarboxylic acid ClC1=C(OCCO[C@H]2C[C@H](C2)C(=O)O)C=CC(=C1)C=1OC2=C(C(=CC=C2C(C1)=O)C(F)(F)F)Cl